5-(5-((1R,5S,6r)-6-(1H-1,2,3-triazol-5-yl)-3-azabicyclo[3.1.0]hexan-3-yl)-1,3,4-oxadiazol-2-yl)-N-(2,3-Dihydro-1H-Inden-2-yl)pyrimidin-2-amine N1N=NC=C1C1[C@H]2CN(C[C@@H]12)C1=NN=C(O1)C=1C=NC(=NC1)NC1CC2=CC=CC=C2C1